N[NH3+] aminoammonium